C(C1=CC=CC=C1)N(CC=1SC=CC1)C N-benzyl-N-methyl(thiophen-2-yl)methanamine